NC1=C(C(=O)N(C)C)C=C(C=N1)C1=C(C=C(C=C1)NC(C(O)C1=CC(=CC(=C1)F)F)=O)C 2-amino-5-(4-(2-(3,5-difluorophenyl)-2-hydroxyacetamido)-2-methylphenyl)-N,N-dimethylnicotinamide